NC1=NC2=C(C=3N1N=C(N3)C=3OC=CC3)C=NN2C(C(=O)NCC2=NC=CC=C2)(C)C2=CC=CC=C2 2-(5-amino-2-(furan-2-yl)-7H-pyrazolo[4,3-e][1,2,4]triazolo[1,5-c]pyrimidin-7-yl)-2-phenyl-N-(pyridin-2-ylmethyl)propanamide